(R)-N-(4-(chlorodifluoromethoxy)phenyl)-6-(3-fluoropyrrolidin-1-yl)-5-(pyrazin-2-yl)nicotinamide para-toluenesulfonate CC1=CC=C(C=C1)S(=O)(=O)O.ClC(OC1=CC=C(C=C1)NC(C1=CN=C(C(=C1)C1=NC=CN=C1)N1C[C@@H](CC1)F)=O)(F)F